FC1=CC2=C(N(C(=N2)C2=CC=C(C=C2)S(=O)(=O)C)C)C=C1C1C[C@@H](N(CC1)C1CCNCC1)CCOC 5-fluoro-6-(r-(2-methoxyethyl)-[1,4'-bipiperidin]-4-yl)-1-methyl-2-(4-(methylsulfonyl)phenyl)-1H-benzo[d]imidazole